C(#N)C=1C(N(C2=CC=C(C=C2C1N1CCC(CC1)C=1OC2=C(N1)C=C(C=C2)C)C(=O)O)C)=O 3-cyano-1-methyl-4-[4-(5-methyl-1,3-benzoxazol-2-yl)piperidin-1-yl]-2-oxo-1,2-dihydroquinoline-6-carboxylic acid